3-[N-(cyclopropylmethyl)-6-fluoropyridin-3-amido]-2-fluorobenzamide C1(CC1)CN(C(=O)C=1C=NC(=CC1)F)C=1C(=C(C(=O)N)C=CC1)F